COC1=C2CC3(CCNCC3)C(C2=CC=C1)=O 4-methoxy-spiro[3H-indene-2,4'-piperidin]-1-one